(R)-N-(4-bromobenzyl)-1-methyl-4-(2-(4-(trifluoromethyl)phenyl)-2H-pyrazolo[3,4-d]pyrimidin-4-yl)piperazine-2-carboxamide BrC1=CC=C(CNC(=O)[C@@H]2N(CCN(C2)C=2C=3C(N=CN2)=NN(C3)C3=CC=C(C=C3)C(F)(F)F)C)C=C1